(R)-5-amino-N-((5-iodopyridin-2-yl)methyl)-N-(1-(pyrimidin-2-yl)ethyl)-1-((2-(trimethylsilyl)ethoxy)methyl)-6,8-dihydro-1H-furo[3,4-d]pyrrolo[3,2-b]pyridine-2-carboxamide NC1=C2C(=C3C(=N1)C=C(N3COCC[Si](C)(C)C)C(=O)N([C@H](C)C3=NC=CC=N3)CC3=NC=C(C=C3)I)COC2